perfluorophenyl 4-amino-7-(bicyclo[1.1.1]pentan-1-yl)-2-oxo-1,2-dihydroquinoline-3-carboxylate NC1=C(C(NC2=CC(=CC=C12)C12CC(C1)C2)=O)C(=O)OC2=C(C(=C(C(=C2F)F)F)F)F